9,10-bis(n-butoxycarbonylpropyleneoxy)anthracene tert-butyl-(3R,4S)-4-hydroxy-3-[(4-nitrophenyl)sulfonylamino]piperidine-1-carboxylate C(C)(C)(C)OC(=O)N1C[C@H]([C@H](CC1)O)NS(=O)(=O)C1=CC=C(C=C1)[N+](=O)[O-].C(CCC)OC(=O)CC(C)OC=1C2=CC=CC=C2C(=C2C=CC=CC12)OC(CC(=O)OCCCC)C